C(C1=CC=CC=C1)=C=CC1=CC=CC=C1 dibenzylidenemethane